ClC1=C(C(=CC=C1)F)CC(=O)N1[C@H](C2=CC=C(C(=C2C[C@@H]1CO)CCC(C)(C)O)F)C (2-chloro-6-fluoro-phenyl)-1-[(1s,3r)-6-fluoro-3-(hydroxymethyl)-5-(3-hydroxy-3-methyl-butyl)-1-methyl-3,4-dihydro-1H-isoquinolin-2-yl]ethanone